BrC1=CC=2CC3=CC(=CC=C3OC2C=C1Br)Br 2,3,7-tribromoxanthene